FC(C=1C=NC(=NC1)N1CC2CCC(C1)N2CC(=O)O)(F)F 2-(3-(5-(trifluoromethyl)pyrimidin-2-yl)-3,8-diazabicyclo[3.2.1]octan-8-yl)acetic acid